FC(C=1C=C(C=C(C1)C(F)(F)F)C1=NC=CC=C1)(F)F 2-(3',5'-bis(trifluoromethyl)phenyl)pyridine